C(C1=CC=CC=C1)SC1=NC2=C(N1C[C@H]1OCC1)C=C(C=C2)C(=O)OC methyl (S)-2-benzylthio-1-(oxetan-2-ylmethyl)-1H-benzo[d]imidazole-6-carboxylate